2-[6-[(4aR,8aS)-6-cyclobutyl-3,4a,5,7,8,8a-hexahydro-2H-pyrido[4,3-b][1,4]oxazin-4-yl]pyridazin-3-yl]-3-methyl-5-(trifluoromethyl)phenol C1(CCC1)N1C[C@@H]2[C@@H](OCCN2C2=CC=C(N=N2)C2=C(C=C(C=C2C)C(F)(F)F)O)CC1